tert-butyl 4-((4-cyano-2,6-dimethylbenzyl)amino)-6-((6-cyclopropylimidazo[1,2-a]pyridin-2-yl)methoxy)pyrimidine-2-carboxylate C(#N)C1=CC(=C(CNC2=NC(=NC(=C2)OCC=2N=C3N(C=C(C=C3)C3CC3)C2)C(=O)OC(C)(C)C)C(=C1)C)C